10,10-diphenyl-9,10-dihydro-anthracene-9-ol C1(=CC=CC=C1)C1(C=2C=CC=CC2C(C2=CC=CC=C12)O)C1=CC=CC=C1